N-{4-[2-(2-chloro-4-fluorophenyl)acetamido]pyridin-2-yl}-N-(4-fluorophenyl)butanamide ClC1=C(C=CC(=C1)F)CC(=O)NC1=CC(=NC=C1)N(C(CCC)=O)C1=CC=C(C=C1)F